(3R)-3-amino-2,3-dihydrothiophene-1,1-dioxide N[C@H]1CS(C=C1)(=O)=O